N[C@@H](C(=O)OC)CC1=CC=C(C=C1)F methyl (R)-2-amino-3-(4-fluorophenyl)propanoate